(6R,14S)-9-fluoro-14-methyl-13-oxa-2,17,19,21,25-pentaazapentacyclo[16.6.2.02,6.07,12.022,26]hexacosane FC1CC2[C@H]3CCCN3C3CCC4NCNC(NCC[C@@H](OC2CC1)C)C4N3